C1(CC1)OC1=CC=C2C=CC=C(C2=C1)CCNC(C(C)C)=O N-(2-(7-cyclopropoxy-naphthalen-1-yl)ethyl)isobutyramide